2-(2-(2-(2,5-dioxo-2,5-dihydro-1H-pyrrol-1-yl)-N-(3-((2,5-dioxopyrrolidin-1-yl)oxy)-3-oxopropyl)acetamido)ethoxy)ethane-1-sulfonic Acid O=C1N(C(C=C1)=O)CC(=O)N(CCC(=O)ON1C(CCC1=O)=O)CCOCCS(=O)(=O)O